C(\C=C\C)OC1=CC=C(C=C1)B(O)O (4-[(2E)-BUT-2-EN-1-YLOXY]PHENYL)BORANEDIOL